n-butyltrimethoxysilan C(CCC)[Si](OC)(OC)OC